1-(4-(diphenylamino)phenyl)-3-phenylpropan-2-yn-1-one C1(=CC=CC=C1)N(C1=CC=C(C=C1)C(C#CC1=CC=CC=C1)=O)C1=CC=CC=C1